N,N'-Bis-Fmoc-L-lysine C(=O)(OCC1C2=CC=CC=C2C2=CC=CC=C12)N[C@@H](CCCCNC(=O)OCC1C2=CC=CC=C2C2=CC=CC=C12)C(=O)O